COC1=CC=C(C=C1)N1N=C(NC1=O)[C@@H]1CN(CCC1)CC1CNCCC1 2-(4-methoxyphenyl)-5-((3s)-1-(piperidin-3-ylmethyl)piperidin-3-yl)-2,4-dihydro-3H-1,2,4-triazol-3-one